BrC1=CC(=C2C=CC=NC2=C1O)CN1CCN(CC1)CC1=CC=C(C=C1)Br 7-bromo-5-((4-(4-bromobenzyl)piperazin-1-yl)methyl)quinolin-8-ol